cetyltetradecanoic acid C(CCCCCCCCCCCCCCC)C(C(=O)O)CCCCCCCCCCCC